4-[4-(4-{2,5-difluoro-3-[(pyrrolidine-1-sulfonyl)amino]phenyl}-3-(pyridin-4-yl)pyrazol-1-yl)-3-fluorophenyl]-2,6-dimethylpiperazine-1-carboxylate FC1=C(C=C(C=C1NS(=O)(=O)N1CCCC1)F)C=1C(=NN(C1)C1=C(C=C(C=C1)N1CC(N(C(C1)C)C(=O)[O-])C)F)C1=CC=NC=C1